2-methyl-8-[2-(methylamino)ethyl]-1,2-dihydro-2,7-naphthyridin-1-one CN1C(C2=C(N=CC=C2C=C1)CCNC)=O